CC1(CCC2=NN=C(N21)C2=CC=CC(=N2)N2CC=1C(=NC(=CC1C2=O)N2[C@@H](COCC2)C)CNC)C (R)-2-(6-(5,5-dimethyl-6,7-Dihydro-5H-pyrrolo[2,1-c][1,2,4]triazol-3-yl)pyridin-2-yl)-4-((methylamino)methyl)-6-(3-Methylmorpholinyl)-2,3-dihydro-1H-pyrrolo[3,4-c]pyridin-1-one